FC1=C(C#N)C=C(C(=C1Cl)F)F 2,4,5-trifluoro-3-chlorobenzonitrile